ClC(CCC)O chloro-1-butanol